N[C@@H]1C2=C(C=NC=C2)CC12CCN(CC2)C2=CN=C1C(N(C(NC1=N2)=O)C2=C(C1=C(N=CS1)C=C2)Cl)=O (S)-7-(5-amino-5,7-dihydro-spiro[cyclopenta[c]pyridin-6,4'-piperidin]-1'-yl)-3-(7-chlorobenzo[d]thiazol-6-yl)pteridine-2,4(1H,3H)-dione